2-ethoxyethoxyethyl acrylate C(C=C)(=O)OCCOCCOCC